tert-butyl (3S)-3-[[4-[4-[(4-amino-2-methyl-1-naphthyl)oxy]thiazol-5-yl]pyrimidin-2-yl]amino]piperidine-1-carboxylate NC1=CC(=C(C2=CC=CC=C12)OC=1N=CSC1C1=NC(=NC=C1)N[C@@H]1CN(CCC1)C(=O)OC(C)(C)C)C